3-(2,4-difluorophenyl)-2-methylpyrazolo[1,5-a]pyrimidine FC1=C(C=CC(=C1)F)C=1C(=NN2C1N=CC=C2)C